(4R,5R)-2-[6-[(4S,5S)-4,5-diphenyl-4,5-dihydrooxazol-2-yl]-2-pyridyl]-4,5-diphenyl-4,5-dihydrooxazole C1(=CC=CC=C1)[C@@H]1N=C(O[C@H]1C1=CC=CC=C1)C1=CC=CC(=N1)C=1O[C@@H]([C@H](N1)C1=CC=CC=C1)C1=CC=CC=C1